O=C1C=2N(N3CCCCN1C3)C=C(C(C2)=O)C(=O)NCC2=C(C=C(C=C2F)F)F 7,9-dioxo-N-(2,4,6-trifluorobenzyl)-2,3,4,5,7,9-hexahydro-1,6-methanopyrido[1,2-b][1,2,5]triazonine-10-carboxamide